CN(CCC1=CC=C(C=C1)N1N=C(N=N1)C1=C(C=C(C(=O)OC)C=C1)NC(=O)C=1OC2=CC=CC=C2C(C1)=O)CC=1C=C2C=NN(C2=CC1)C Methyl 4-(2-(4-(2-(methyl((1-methyl-1H-indazol-5-yl)methyl)amino)ethyl)phenyl)-2H-tetrazol-5-yl)-3-(4-oxo-4H-chromene-2-carboxamido)benzoate